O1NC(=CC=C1)C#N oxazine-3-carbonitrile